C(#N)[C@H]1N([C@H]2C[C@H]2C1)C(CNC(=O)C1=CC(=NC2=CC=C(C=C12)C)C)=O N-(2-((1S,3S,5S)-3-cyano-2-azabicyclo[3.1.0]hex-2-yl)-2-oxoethyl)-2,6-dimethylquinoline-4-carboxamide